3,6,8-dodecatrienal C(CC=CCC=CC=CCCC)=O